C(CC(=O)OC(C1=CC=CC=C1)OC(CC(=O)OCC)=O)(=O)OCC diethyl benzylidene bismalonate